(R)-1-((5-chloro-6-(((S)-4-(2,3-dihydrobenzo[b][1,4]dioxin-6-yl)-2,3-dihydro-1H-inden-1-yl)oxy)-2-methoxypyridin-3-yl)methyl)pyrrolidine-3-carboxylic acid ClC=1C=C(C(=NC1O[C@H]1CCC2=C(C=CC=C12)C1=CC2=C(OCCO2)C=C1)OC)CN1C[C@@H](CC1)C(=O)O